CC1(OB(OC1(C)C)C=1C=NC(=NC1)N)C 5-(4,4,5,5-tetramethyl-1,3,2-dioxaborolan-2-yl)-2-pyrimidinamine